C(C)N1CCC(CC1)N1CCC(CC1)C(=O)OCC(COC(CCC12CC3CC(CC(C1)C3)C2)=O)COC(CCCCCCC\C=C/C\C=C/CCCCC)=O 3-((3-((3r,5r,7r)-adamantan-1-yl)propanoyl)oxy)-2-((((9Z,12Z)-octadeca-9,12-dienoyl)oxy)methyl)propyl 1'-ethyl-[1,4'-bipiperidine]-4-carboxylate